thiophenylmethane S1C(=CC=C1)C